tert-Butyl-(3R,4S)-N-(1-chloroisoquinolin-5-yl)-4-phenylpyrrolidine-3-carboxamide C(C)(C)(C)N1C[C@@H]([C@H](C1)C1=CC=CC=C1)C(=O)NC1=C2C=CN=C(C2=CC=C1)Cl